ClC1=CN=C(S1)C=1C(=CC(=NC1)NC1=NC=CC(=C1)COC)NC1=C(C(=CC=C1)C=1N=NN(N1)C)OC 5-(5-Chlorothiazol-2-yl)-N4-(2-methoxy-3-(2-methyl-2H-tetrazol-5-yl)phenyl)-N2-(4-(methoxymethyl)pyridin-2-yl)pyridine-2,4-diamine